butyl (3R)-3-(iodomethyl)piperidine-1-carboxylate IC[C@H]1CN(CCC1)C(=O)OCCCC